ClC1=C(C=CC=C1)[C@@H](C)OC(=O)NC=1C(=NOC1C1=CC=C(C(=N1)C)NC(=O)C1C(C1C(=O)O)(F)F)C 3-((6-(4-((((R)-1-(2-chlorophenyl)ethoxy)carbonyl)amino)-3-methylisoxazol-5-yl)-2-methylpyridin-3-yl)carbamoyl)-2,2-difluorocyclopropane-1-carboxylic acid